cyclopenta[b]pyridine-6-carboxylate N1=C2C(=CC=C1)CC(=C2)C(=O)[O-]